4-(cyclopent-1-en-1-yl)morpholine C1(=CCCC1)N1CCOCC1